(2,3,4-trifluorophenyl)-2-thioxo-(1H)-quinazolin-4-one FC1=C(C=CC(=C1F)F)N1C(NC(C2=CC=CC=C12)=O)=S